C(C)(C)(C1=CC=CC=C1)N(C1CCC(CC1)=O)C(C)(C)C1=CC=CC=C1 4-(dicumylamino)cyclohexanone